5-[(2,5-Dioxopyrrolidin-1-yl)oxy]-N-(2-{[α-D-mannopyranosyl-(1→3)-[α-D-mannopyranosyl-(1→6)]-β-D-mannopyranosyl]oxy}ethyl)-5-oxo-pentanamide O=C1N(C(CC1)=O)OC(CCCC(=O)NCCO[C@H]1[C@@H](O)[C@@H](O[C@@H]2[C@@H](O)[C@@H](O)[C@H](O)[C@H](O2)CO)[C@H](O)[C@H](O1)CO[C@@H]1[C@@H](O)[C@@H](O)[C@H](O)[C@H](O1)CO)=O